[C@H]1([C@@H](O)[C@@H](O)[C@H](O)[C@H](O1)CO)OCCNC(CN(CC(=O)NCC(=O)O)CC(NCCO[C@@H]1[C@@H](O)[C@@H](O)[C@H](O)[C@H](O1)CO)=O)=O Bis[2-({2-[(α-D-mannopyranosyl)oxy]ethyl}amino)-2-oxoethyl]glycylglycine